2-Chloro-4-((S)-8-(4-(4-((4-(4-(((R)-2,6-dioxopiperidin-3-yl)amino)phenyl)piperazin-1-yl)methyl)piperidine-1-carbonyl)phenyl)-3-methyl-2,8-diazaspiro[4.5]decan-2-yl)benzonitrile ClC1=C(C#N)C=CC(=C1)N1CC2(C[C@@H]1C)CCN(CC2)C2=CC=C(C=C2)C(=O)N2CCC(CC2)CN2CCN(CC2)C2=CC=C(C=C2)N[C@H]2C(NC(CC2)=O)=O